6-(1-(2,2-difluoroethyl)-4-(4-fluoro-2-(trifluoromethyl)phenyl)-1H-imidazol-5-yl)imidazo[1,2-b]pyridazine-3-carbonitrile FC(CN1C=NC(=C1C=1C=CC=2N(N1)C(=CN2)C#N)C2=C(C=C(C=C2)F)C(F)(F)F)F